(E)-6-fluoro-N-hydroxy-2-methylpyridine FC1=CC=CC(N1O)C